NC1CN(CC(C1)C1CC1)C(=O)OC(C)(C)C tert-butyl 3-amino-5-cyclopropylpiperidine-1-carboxylate